methyl 5-[4-(tert-butoxycarbonyl) piperazin-1-yl]-2-methoxyquinoline-8-carboxylate C(C)(C)(C)OC(=O)N1CCN(CC1)C1=C2C=CC(=NC2=C(C=C1)C(=O)OC)OC